C1(CC1)C(=O)OCC(C)(C)OC(C)C1=CCC(C1)(C)C 2-[1-(4,4-dimethyl-1-cyclopenten-1-yl)ethoxy]-2-methylpropyl cyclopropanecarboxylate